C(C)(C)(C)OC(=O)N1[C@@H](C[C@H](C1)OC1=CC=CC=C1)C(=O)O (2S,4r)-1-(tert-butoxycarbonyl)-4-phenoxypyrrolidine-2-carboxylic acid